The molecule is a butan-4-olide that is dihydrofuran-2-one substituted at C-3 and C-4 by hydroxy groups (the 3S,4R-diastereomer). It is a diol and a butan-4-olide. It is an enantiomer of a L-threonolactone. C1[C@H]([C@@H](C(=O)O1)O)O